C(N)(=O)C1=C(N=C(N=N1)N1CCCCC1)NC1=CC=C(C=C1)C1CCNCC1 4-(4-((6-carbamoyl-3-(piperidin-1-yl)-1,2,4-triazin-5-yl)amino)phenyl)piperidine